O-(diphenylphosphoryl)hydroxylamine C1(=CC=CC=C1)P(=O)(C1=CC=CC=C1)ON